C1(CC1)C=1C2=C(C(N(C1)C1=CC(=CC=C1)C1(CC(C1)(F)F)CC1=NN=CN1C)=O)N(C(=C2)CN2C[C@H](CCC2)C)S(=O)(=O)C2=CC=C(C=C2)C 4-cyclopropyl-6-[3-[3,3-difluoro-1-[(4-methyl-1,2,4-triazol-3-yl)methyl]cyclobutyl]phenyl]-2-[[(3S)-3-methyl-1-piperidinyl]methyl]-1-(p-tolylsulfonyl)pyrrolo[2,3-c]pyridin-7-one